4-(1-isobutyl-3-(1-methyl-1H-pyrazol-4-yl)-1H-pyrrolo[2,3-b]pyridine-6-carbonyl)-3,3-dimethylpiperazin-2-one C(C(C)C)N1C=C(C=2C1=NC(=CC2)C(=O)N2C(C(NCC2)=O)(C)C)C=2C=NN(C2)C